4-((tert-butoxy)carbonyl)benzoic acid C(C)(C)(C)OC(=O)C1=CC=C(C(=O)O)C=C1